3-((((1s,3s)-3-hydroxy-3-methylcyclobutyl)amino)methyl)-2-methyl-4H-pyrido[1,2-a]pyrimidin-4-one OC1(CC(C1)NCC1=C(N=C2N(C1=O)C=CC=C2)C)C